C=CC1=CC=C(C=C1)S(=O)(=O)[O-] styrene-p-sulfonate